BrC=1C(=CC2=C(OCCN2C(CN2[C@H](CN[C@@H](C2)C)CN2[C@@H](COCC2)C)=O)N1)CC1=CC=C(C=C1)F 1-(6-bromo-7-(4-fluorobenzyl)-2,3-dihydro-1H-pyrido[2,3-b][1,4]oxazin-1-yl)-2-((2R,5R)-5-methyl-2-(((R)-3-methylmorpholino)methyl)piperazin-1-yl)ethan-1-one